4-(15-methoxypentadecyl)spiro[2.5]oct-4-en-6-one COCCCCCCCCCCCCCCCC=1C2(CC2)CCC(C1)=O